3,6-dimethyl-5-(trifluoromethyl)pyridin-2-amine CC=1C(=NC(=C(C1)C(F)(F)F)C)N